(R)-6-(3-(5-(3-Hydroxy-1-methyl-2-oxopyrrolidin-3-yl)isoxazol-3-yl)phenyl)-4-(thiazol-5-yl)picolinamide O[C@@]1(C(N(CC1)C)=O)C1=CC(=NO1)C=1C=C(C=CC1)C1=CC(=CC(=N1)C(=O)N)C1=CN=CS1